C(#N)C1CCN(CC1)C1=C(C=C(C=C1)C(F)(F)F)NS(=O)(=O)C=1C=C(C(=O)O)C=CC1C1CC1 3-(N-(2-(4-cyanopiperidin-1-yl)-5-(trifluoromethyl)phenyl)sulfamoyl)-4-cyclopropylbenzoic acid